N=N[C@@H](CCCN)C(=O)O iminoornithine